Methyl 2-[4-[5-amino-4-cyano-1-(1-methylcyclopropyl)pyrazol-3-yl]phenyl]propanoate NC1=C(C(=NN1C1(CC1)C)C1=CC=C(C=C1)C(C(=O)OC)C)C#N